C(C)[C@@H]1N(C[C@H](N(C1)C(C)C1=NC=2N(C=C1)N=C(C2)C)CC)C=2C=1C(N(C(N2)=O)C)=CN(N1)C1OCCCC1 7-((2S,5R)-2,5-diethyl-4-(1-(2-methylpyrazolo[1,5-a]pyrimidin-5-yl)ethyl)piperazin-1-yl)-4-methyl-2-(tetrahydro-2H-pyran-2-yl)-2,4-dihydro-5H-pyrazolo[4,3-d]pyrimidin-5-one